5-(3-Cyanophenyl)-N-(3-(2,2-difluoropropyl)-1,2,4-thiadiazol-5-yl)-2-methylfuran-3-carboxamide C(#N)C=1C=C(C=CC1)C1=CC(=C(O1)C)C(=O)NC1=NC(=NS1)CC(C)(F)F